3-cyclobutyl-1,8-dimethyl-5-[[(1R)-1-[3-(1,1-difluoro-2-hydroxy-ethyl)-2-fluoro-phenyl]ethyl]amino]imidazo[4,5-g]phthalazin-2-one C1(CCC1)N1C(N(C2=CC=3C(=NN=C(C3C=C21)N[C@H](C)C2=C(C(=CC=C2)C(CO)(F)F)F)C)C)=O